3-((tert-butoxycarbonyl)amino)-8-azabicyclo[3.2.1]octane C(C)(C)(C)OC(=O)NC1CC2CCC(C1)N2